ClC1=C(C=CC(=C1)C(F)(F)F)C1=NC(=NO1)CNC(=O)C1=NC=C(C=C1Cl)Cl N-((5-(2-chloro-4-(trifluoromethyl)phenyl)-1,2,4-oxadiazol-3-yl)methyl)-3,5-dichloropyridine-2-carboxamide